C(#N)C[C@H](CC(=O)OCC)O ethyl (R)-4-cyano-3-hydroxybutyrate